3-(((tert-butyldimethylsilyl)oxy)methyl)-6-((7-chloro-2,6-naphthyridin-1-yl)ethynyl)-3-methylindolin-2-one [Si](C)(C)(C(C)(C)C)OCC1(C(NC2=CC(=CC=C12)C#CC1=NC=CC2=CN=C(C=C12)Cl)=O)C